(7-Cyano-2-formyl-indan-5-yl)-2-hydroxy-2-methyl-propanamide C(#N)C=1C=C(C=C2CC(CC12)C=O)CC(C(=O)N)(C)O